OC1=CC=C2[C@H]([C@H]([C@@H](OC2=C1)C)C1=CC=CC=C1)C1=CC=C(OCCCCCN2CCN(CC2)C=2C=C3CN(C(C3=CC2)=O)C2C(NC(CC2)=O)=O)C=C1 3-(5-(4-(5-(4-((2S,3S,4R)-7-hydroxy-2-methyl-3-phenylchroman-4-yl)phenoxy)pentyl)piperazin-1-yl)-1-oxoisoindolin-2-yl)piperidine-2,6-dione